CN1N=CC(=C1)C=1C=C(C2=CC=CC=C2C1)C(C)N 1-(3-(1-methyl-1H-pyrazol-4-yl)naphthalen-1-yl)ethan-1-amine